6-(3,3-difluorocyclobutyl)-3-iodo-7-methoxy-imidazo[1,2-b]pyridazine FC1(CC(C1)C=1C(=CC=2N(N1)C(=CN2)I)OC)F